7-bromobenzo[d]thiazol-4-amine BrC=1C=CC(=C2N=CSC21)N